N-(quinolin-8-yl)-1,6-naphthyridine-5-sulfonamide N1=CC=CC2=CC=CC(=C12)NS(=O)(=O)C=1C=2C=CC=NC2C=CN1